2-[(2S)-1-[(E)-4-fluorobut-2-enoyl]-4-[7-(8-methyl-1-naphthyl)-2-[[(2R)-1-methylpyrrolidin-2-yl]methoxy]-6,8-dihydro-5H-pyrido[3,4-d]pyrimidin-4-yl]piperazin-2-yl]acetonitrile FC/C=C/C(=O)N1[C@H](CN(CC1)C=1C2=C(N=C(N1)OC[C@@H]1N(CCC1)C)CN(CC2)C2=CC=CC1=CC=CC(=C21)C)CC#N